NC1=C2N=C(N(C2=NC(=N1)OCCCC)CC1=CC=C(C(=O)NCCCCCCN)C=C1)O 4-((6-amino-2-butoxy-8-hydroxy-9H-purin-9-yl)methyl)-N-(6-aminohexyl)benzamide